CC1N(CCCC1C)C1=NC(=NC=C1)C1=CN=C2N1C=C(N=C2)C(F)(F)F 3-(4-(2,3-Dimethylpiperidin-1-yl)pyrimidin-2-yl)-6-(trifluoromethyl)imidazo[1,2-a]pyrazine